OC=1C=C(C2=CC=CC=C2C1)C1=CC=2N=CN=C(C2C=N1)N1CCN(CC1)C(C=C)=O 1-(4-(7-(3-hydroxynaphthalen-1-yl)pyrido[4,3-d]pyrimidin-4-yl)piperazin-1-yl)prop-2-en-1-one